N-(2-methoxy-4-(2-methoxyethoxy)phenyl)-7-(4-(1-methylazetidin-3-yl)piperazin-1-yl)quinolin-4-amine COC1=C(C=CC(=C1)OCCOC)NC1=CC=NC2=CC(=CC=C12)N1CCN(CC1)C1CN(C1)C